2-((2-((2,2'-dichloro-3'-(3-fluoro-4-(((2-hydroxyethyl)amino)methyl)-5-methoxybenzamido)-[1,1'-biphenyl]-3-yl)carbamoyl)-4,5,6,7-tetrahydropyrazolo[1,5-a]pyridin-4-yl)amino)acetic acid ClC1=C(C=CC=C1NC(=O)C1=NN2C(C(CCC2)NCC(=O)O)=C1)C1=C(C(=CC=C1)NC(C1=CC(=C(C(=C1)OC)CNCCO)F)=O)Cl